3-Fluoro-4-(1-(4-(piperidin-4-yloxy)pyrimidin-2-yl)ethoxy)benzonitrile FC=1C=C(C#N)C=CC1OC(C)C1=NC=CC(=N1)OC1CCNCC1